FC(C=1C=C(CN2C[C@@H](C[C@H](C2)C2=CC=C(C=C2)C(F)(F)F)CC(=O)O)C=CC1)(F)F 2-((3S,5S)-1-(3-(trifluoromethyl)benzyl)-5-(4-(trifluoromethyl)phenyl)piperidin-3-yl)acetic acid